tert-butyl 4-((6-chloro-3-(4-phenoxyphenyl)pyridazin-4-ylamino)methyl)piperidine-1-carboxylate ClC1=CC(=C(N=N1)C1=CC=C(C=C1)OC1=CC=CC=C1)NCC1CCN(CC1)C(=O)OC(C)(C)C